(E)-cyclohexadec-5-en-1-one C1(CCC\C=C\CCCCCCCCCC1)=O